C1(=CC=CC=C1)C=1C=C(C(=C(C1C1=CC=CC=C1)C1=CC=CC=C1)C1=CC=CC=C1)C1=CC(=CC=C1)C1=CC(=CC=C1)C1=C2C=CC3=C(C2=NC=2C4=C(C=CC12)C=CC=C4)C=CC=C3 7-(4',5',6'-triphenyl-[1,1':2',1'':3'',1'''-quaterphenyl]-3'''-yl)-dibenzo[c,h]acridine